5-((6-((1-(2-methoxyethyl)-1H-pyrazol-4-yl)amino)-1-methyl-1H-pyrazolo[3,4-d]pyrimidin-3-yl)amino)-6-methylnicotinic acid COCCN1N=CC(=C1)NC1=NC=C2C(=N1)N(N=C2NC=2C(=NC=C(C(=O)O)C2)C)C